6-(5-(pyrimidin-5-ylamino)pyridin-3-yl)benzo[d]oxazol-2(3H)-one N1=CN=CC(=C1)NC=1C=C(C=NC1)C1=CC2=C(NC(O2)=O)C=C1